Cl.FC1=C(CN2C(CNCC2)=O)C=CC(=C1)C=1C=2N(C=C(N1)C=1C=NN(C1)C)N=CC2 1-(2-fluoro-4-(6-(1-methyl-1H-pyrazol-4-yl)pyrazolo[1,5-a]pyrazin-4-yl)benzyl)piperazin-2-one hydrochloride